3-methylnaphthalen CC=1C=CC2=CC=CC=C2C1